6-(1-(2,2-Difluoroethyl)-3-(trifluoromethyl)-1H-pyrazol-5-yl)bicyclo[3.1.0]hexan-3-one FC(CN1N=C(C=C1C1C2CC(CC12)=O)C(F)(F)F)F